Methyl O-benzyl-N-(benzyl(1,3-dioxoisoindolin-2-yl)carbamoyl)serylprolinate C(C1=CC=CC=C1)OC[C@H](NC(N(N1C(C2=CC=CC=C2C1=O)=O)CC1=CC=CC=C1)=O)C(=O)N1[C@@H](CCC1)C(=O)OC